BrC1=CC=C(C=C1)[C@@H](C)NC(=O)C1=NN(C(C=C1)=O)C1=CC=CC=C1 N-[(1R)-1-(4-bromophenyl)ethyl]-6-oxo-1-phenyl-pyridazine-3-carboxamide